4-(pyrrolidin-3-yl)thiophene-2-carboxylic acid methyl ester COC(=O)C=1SC=C(C1)C1CNCC1